phosphorous acid dimethyltrimethylsilyl ester CC([Si](C)(C)OP(O)O)C